(2S,5'R)-7-chloro-6-(1,8-dioxa2-azaspiro[4.5]dec-2-en-3-yl)-3',4-dimethoxy-5'-methyl-spiro[benzofuran-2,4'-cyclohex-2-ene]-1',3-dione ClC1=C(C=C(C=2C([C@]3(C(=CC(C[C@H]3C)=O)OC)OC21)=O)OC)C2=NOC1(C2)CCOCC1